N-(4-cyclopropyl-1-ethyl-5-methyl-1H-pyrazol-3-yl)-2-(3,5-difluorophenyl)acetamide C1(CC1)C=1C(=NN(C1C)CC)NC(CC1=CC(=CC(=C1)F)F)=O